P(=O)(O)(O)O.C(C)C=1C(=C(C=CC1)PC1=CC=CC=C1)CC diethyl-diphenylphosphine phosphate